N-(1-cyclobutyl-4-fluoro-3-methyl-1H-pyrrolo[2,3-b]pyridin-5-yl)-2-(2,6-dioxopiperidin-3-yl)-1-oxoisoindoline-5-carboxamide C1(CCC1)N1C=C(C=2C1=NC=C(C2F)NC(=O)C=2C=C1CN(C(C1=CC2)=O)C2C(NC(CC2)=O)=O)C